S(=O)(=O)(O)CC/C(/C(=O)O)=C\C(=O)O sulfoethyl-fumaric acid